tert-butyl (4-(6-chloropyridin-3-yl)tetrahydro-2H-pyran-4-yl)carbamate ClC1=CC=C(C=N1)C1(CCOCC1)NC(OC(C)(C)C)=O